(2R,3R)-3-(3-(4-(2,3-difluorobenzyloxy)phenyl)isoxazol-5-yl)-2-(2,4-difluorophenyl)-1-(1H-1,2,4-triazol-1-yl)butan-2-ol FC1=C(COC2=CC=C(C=C2)C2=NOC(=C2)[C@@H]([C@@](CN2N=CN=C2)(O)C2=C(C=C(C=C2)F)F)C)C=CC=C1F